S(=O)(C1=CC=C(C=C1)N)(=O)NOC=1C(C(=O)O)=CC=CC1 4-sulfanilamidosalicylic acid